12-Hydroxy-triacontanoic acid OC(CCCCCCCCCCC(=O)O)CCCCCCCCCCCCCCCCCC